IC1=CN=C2N1C=C(C=C2)C(C)(C)O 2-(3-iodoimidazo[1,2-a]pyridin-6-yl)propan-2-ol